2-(2-(difluoromethoxy)-(trifluoromethyl)phenyl)-4,4,5,5-tetramethyl-1,3,2-dioxaborolane FC(OC1=C(C=CC=C1C(F)(F)F)B1OC(C(O1)(C)C)(C)C)F